C1(CC1)S(=O)(=O)C1=CC=C(C=C1)C1=NNC2=NC=C(C=C21)C=2C=CC1=C(CCC(CC1)N1[C@@H](CCC1)C)C2 3-(4-(Cyclopropylsulfonyl)phenyl)-5-(7-((R)-2-methylpyrrolidin-1-yl)-6,7,8,9-tetrahydro-5H-benzo[7]annulen-2-yl)-1H-pyrazolo[3,4-b]pyridine